2-pentanoylaminonaphtho[1,2-d]thiazole C(CCCC)(=O)NC=1SC2=C(N1)C1=CC=CC=C1C=C2